BrC1=NN(C(=C1)C(=O)NC1=C(C(=O)N(NC(=O)OC)C)C=C(C=C1C)Cl)C1=NC=CC=C1Cl methyl 2-[2-({[3-bromo-1-(3-chloropyridin-2-yl)-1H-pyrazol-5-yl]carbonyl}amino)-5-chloro-3-methyl-benzoyl]-2-methylhydrazinecarboxylate